FC1=C(COC2=C(C(=CC3=C2NC(=N3)CN3C(C(=CC=C3)NC([C@H](CC\C=C\C(=O)N(C)C)NC(OC)=O)=O)=O)F)F)C=CC(=C1)F methyl (S,E)-(1-((1-((7-((2,4-difluorobenzyl)oxy)-5,6-difluoro-1H-benzo[d]imidazol-2-yl)methyl)-2-oxo-1,2-dihydropyridin-3-yl)amino)-7-(dimethylamino)-1,7-dioxohept-5-en-2-yl)carbamate